C(C1=CC=CC=C1)ON1[C@@H]2CC[C@H](N(C1=O)C2)C(=O)NOCCN2CCN(CC2)C(=O)OC(C)(C)C tert-Butyl 4-{2-[({[(2S,5R)-6-benzyloxy-7-oxo-1,6-diazabicyclo[3.2.1]oct-2-yl]carbonyl}amino)oxy]ethyl}piperazine-1-carboxylate